1-dodecadienol C(=CC=CCCCCCCCC)O